C1(=CC=CC2=CC=CC=C12)[C@@H](C)NC[C@@H]1OC2=CC=CC=C2C2(OCCO2)C1 (R)-1-(Naphthalen-1-yl)-N-(((R)-spiro[chroman-4,2'-[1,3]dioxolan]-2-yl)methyl)ethan-1-amine